N-(3-chloro-4-(4-(piperidine-4-carbonyl)piperazine-1-carbonyl)phenyl)-5-(4-(cyanomethoxy)-2,3-difluorophenyl)-1-methyl-1H-imidazole-2-carboxamide formate C(=O)O.ClC=1C=C(C=CC1C(=O)N1CCN(CC1)C(=O)C1CCNCC1)NC(=O)C=1N(C(=CN1)C1=C(C(=C(C=C1)OCC#N)F)F)C